4,6-Dichloro-5-methoxypyrimidine ClC1=NC=NC(=C1OC)Cl